N[C@@H]1CC[C@H](CC1)NC1=NC(=C2N=CN(C2=N1)C1CCCC1)NCC1=CC=CC=C1 2-[trans-(4-aminocyclohexyl)amino]-6-(benzyl-amino)-9-cyclopentylpurine